ClC=1N=C(C2=C(N1)NC=C2C=2SC=CN2)N 2-chloro-5-(thiazol-2-yl)-7H-pyrrolo[2,3-d]pyrimidin-4-amine